FC=1C(=NC=CC1)[C@@H](C1(CCCC1)C)NC1=C(C(C1=O)=O)NC1=C(C(=NC=C1)C(=O)N(C)C(C)C)O (R)-4-((2-(((3-fluoropyridin-2-yl)(1-methylcyclopentyl)methyl)amino)-3,4-dioxocyclobut-1-en-1-yl)amino)-3-hydroxy-N-isopropyl-N-methylpicolinamide